O(C(=S)[S-])CCCCCCCCCCC n-undecyl xanthate